tert-butyl-4-(4,4,5,5-tetramethyl-1,3,2-dioxaborolan-2-yl)-1,2,3,6-tetrahydropyridine-1-carboxylate C(C)(C)(C)OC(=O)N1CCC(=CC1)B1OC(C(O1)(C)C)(C)C